BrC1=C(C=CC=C1)C(C(=O)OC)CCCNC(=O)OC(C)(C)C methyl 2-(2-bromophenyl)-5-((tert-butoxycarbonyl)amino)pentanoate